2-fluoro-5-methoxy-4-((1S,2S)-6-((2-methoxyethoxy)methoxy)-2-phenyl-1,2,3,4-tetrahydronaphthalen-1-yl)phenyl trifluoromethanesulfonate FC(S(=O)(=O)OC1=C(C=C(C(=C1)OC)[C@H]1[C@H](CCC2=CC(=CC=C12)OCOCCOC)C1=CC=CC=C1)F)(F)F